C=1N=CN2C1C1=CC=CC=C1[C@H]2C2=C(C=CC=1CCCCC21)S(=O)(=O)N ((S)-5H-imidazo[5,1-a]isoindol-5-yl)-5,6,7,8-tetrahydronaphthalene-2-sulfonamide